C(C)(C)(C)OC(NC1(CCN(CC1)C=1C=C2C=C(N(C2=CC1)C1=CC=C(C=C1)C#N)C1=CC(=C(C=C1)OC)F)C)=O (1-(1-(4-cyanophenyl)-2-(3-fluoro-4-methoxyphenyl)-1H-indol-5-yl)-4-methylpiperidin-4-yl)carbamic acid tert-butyl ester